COCCCC1OC1 2-(3-methoxypropyl)oxirane